[Br-].C(C)N(C1=CC=C(/C=C/C2=CC=[N+](C=C2)C(C)F)C=C1)CC (E)-4-(4-(diethylamino)styryl)-1-fluoroethylpyridin-1-ium bromide